5-(7-chloro-4-(dimethylamino)-2-oxoquinazolin-1(2H)-yl)-1-methyl-1H-imidazole-2-carboxylate ClC1=CC=C2C(=NC(N(C2=C1)C1=CN=C(N1C)C(=O)[O-])=O)N(C)C